FC1=C(C=CC(=C1)C(F)(F)F)C1CN(C1)C(=O)N1C[C@@H]2[C@@H](OCC(N2)=O)CC1 (4aR,8aS)-6-(3-(2-Fluoro-4-(trifluoromethyl)phenyl)azetidin-1-carbonyl)hexahydro-2H-pyrido[4,3-b][1,4]oxazin-3(4H)-on